FC(C1=C(C2=CC=CC=C2C=C1)CCNC(OC(C)(C)C)=O)F tert-butyl (2-(2-(difluoromethyl)naphthalen-1-yl)ethyl)carbamate